(R)-1-(8-fluoro-7-(7-fluoro-3-(methoxymethoxy)-8-((Triisopropylsilyl)ethynyl)naphthalen-1-yl)-5-isopropoxy-2-(methylsulfonyl)pyrido[4,3-d]pyrimidin-4-yl)Piperidin-3-ol FC1=C(N=C(C2=C1N=C(N=C2N2C[C@@H](CCC2)O)S(=O)(=O)C)OC(C)C)C2=CC(=CC1=CC=C(C(=C21)C#C[Si](C(C)C)(C(C)C)C(C)C)F)OCOC